C(CCCCCCCCCCC)C(=S)SC(C(=O)O)(C)C 2-(dodecylthiocarbonylthio)-methylpropanoic acid